(RS)-10-Cyclopropyl-6-isopropyl-2-methoxy-3-(3-methoxypropoxy)-9-oxo-9,10-dihydro-6H-pyrano[3,2-b:4,5-b']dipyridine-8-carbonitrile C1(CC1)N1C2=C(C=C(C1=O)C#N)[C@H](OC=1C2=NC(=C(C1)OCCCOC)OC)C(C)C |r|